C1=CC=C2C(=C1)C(=CC(=O)O2)O coumarinol